NCC1=CC=C(C=N1)C1=NC=C(C=C1)C(C(=O)NC1=NC=C(C(=C1)C1=C2N(N=C1)CC(C2)(C)C)Cl)C (6'-(aminomethyl)-[2,3'-bipyridine]-5-yl)-N-(5-chloro-4-(5,5-dimethyl-5,6-dihydro-4H-pyrrolo[1,2-b]pyrazol-3-yl)pyridin-2-yl)propionamide